C(C1=CC=CC=C1)OCCC1=CC(=NN1)N1CCN(CC1)C(=O)OC(C)(C)C tert-butyl 4-[5-(2-benzyloxyethyl)-1H-pyrazol-3-yl]piperazine-1-carboxylate